NC=1C(NC2=C3C=CC=NC3=C(C=C2C1C=1C2=CN(N=C2C(=CC1)F)C1OCCCC1)C=C)=O 3-amino-6-ethenyl-4-[7-fluoro-2-(oxan-2-yl)indazol-4-yl]-1H-1,7-phenanthroline-2-one